S-(12-bromododecyl) ethanethioate C(C)(SCCCCCCCCCCCCBr)=O